2-(ethylsulfanyl)-N-(2-pyridylmethyl)ethylamine C(C)SCCNCC1=NC=CC=C1